C(OSC1=CC=C(C=C1)[N+](=O)[O-])([O-])=O p-nitrophenyl-(thio) carbonate